(7R)-2-[4-(2,5-difluorophenoxy)phenyl]-7-[4-(2-nitrobenzene-1-sulfonyl)piperazin-1-yl]-4,5,6,7-tetrahydro-2H-pyrazolo[4,3-b]pyridine-3-carboxylic acid FC1=C(OC2=CC=C(C=C2)N2N=C3C(NCC[C@H]3N3CCN(CC3)S(=O)(=O)C3=C(C=CC=C3)[N+](=O)[O-])=C2C(=O)O)C=C(C=C1)F